C(CCCC)C1CCC(CC1)OC[C@@H]1CC[C@H](CC1)CCC 1-amyl-4-((trans-4-propylcyclohexyl)methoxy)cyclohexane